COC(C=1C(NC)=CC=CC1)=O Methyl-N-methylanthranilat